tert-butyl N-[(1R)-2-[methoxy(methyl)amino]-1-methyl-2-oxo-ethyl]carbamate CON(C([C@@H](C)NC(OC(C)(C)C)=O)=O)C